ClC1=C(C(=O)N2OCC3=C(C2)C=CC=C3C3=CC(=C(C(=O)O)C=C3)N3CCOCC3)C(=CC(=C1)C=1C=NN(C1)C)Cl 4-[3-[2,6-Dichloro-4-(1-methylpyrazol-4-yl)benzoyl]-1,4-dihydro-2,3-benzoxazin-8-yl]-2-morpholin-4-ylbenzoic acid